N-(4-(5-(6-Methyl-2-(2-oxa-6-azaspiro[3.3]heptan-6-yl)pyrimidin-4-yl)-1,3,4-oxadiazol-2-yl)-3-(6-azaspiro[2.5]octan-6-yl)phenyl)-2-hydroxyethane-1-sulfonamide CC1=CC(=NC(=N1)N1CC2(COC2)C1)C1=NN=C(O1)C1=C(C=C(C=C1)NS(=O)(=O)CCO)N1CCC2(CC2)CC1